3',5'-difluoro-4'-(6-phenylpyridin-2-yl)-[1,1'-biphenyl] FC=1C=C(C=C(C1C1=NC(=CC=C1)C1=CC=CC=C1)F)C1=CC=CC=C1